1-(4-methoxybenzyl)-3-(2-(4-methylbenzoyl)-2-azaspiro[3.3]heptan-6-yl)urea COC1=CC=C(CNC(=O)NC2CC3(CN(C3)C(C3=CC=C(C=C3)C)=O)C2)C=C1